6-(4-chloro-1H-pyrazol-5-yl)-N-(5-(1-(2-fluoroacryloyl)-5-(trifluoromethyl)piperidine-3-carboxamido)pyridin-2-yl)picolinamide ClC=1C=NNC1C1=CC=CC(=N1)C(=O)NC1=NC=C(C=C1)NC(=O)C1CN(CC(C1)C(F)(F)F)C(C(=C)F)=O